5-Bromo-2-chloro-1H-imidazo[4,5-b]pyridine BrC1=CC=C2C(=N1)N=C(N2)Cl